C(N)(OC[C@](O)(C1CCC2=C(C=CC=C12)C#N)C(C)(C)C)=O (S)-tert-butyl-[(4-cyano-2,3-dihydro-1H-inden-1-yl)-2-hydroxyethyl] carbamate